3-methyl 6-[(dimethylcarbamoyl)methyl]-5'-methoxy-2'-(trifluoromethyl)-[4,4'-bipyridine]-3-carboxylate CN(C(=O)CC1=CC(=C(C=N1)C(=O)OC)C1=CC(=NC=C1OC)C(F)(F)F)C